C(C1=CC=CC=C1)(=O)OCC1CC(O1)=O 4-[(benzoyloxy)methyl]-2-Oxetanone